tert-butyl N-[7-[4-[(2-fluoro-9-methyl-purin-6-yl)amino]-3-methoxy-pyrazol-1-yl]heptyl]carbamate FC1=NC(=C2N=CN(C2=N1)C)NC=1C(=NN(C1)CCCCCCCNC(OC(C)(C)C)=O)OC